4-bromo-N-(6-{[5-cyclopropyl-1-(oxan-2-yl)-1H-pyrazol-3-yl]amino}-5-methoxy-1,2-benzoxazol-3-yl)-2,6-dimethoxy-N-[(4-methoxyphenyl)methyl]benzene-1-sulfonamide BrC1=CC(=C(C(=C1)OC)S(=O)(=O)N(CC1=CC=C(C=C1)OC)C1=NOC2=C1C=C(C(=C2)NC2=NN(C(=C2)C2CC2)C2OCCCC2)OC)OC